2-chloro-1-(2,4-dichlorophenyl)ethenyl diethyl phosphate P(=O)(OC(=CCl)C1=C(C=C(C=C1)Cl)Cl)(OCC)OCC